1-((7-((R)-3-cyclohexyl-2-methylpropanoyl)-10-hydroxy-7-azaspiro[4.5]decan-10-yl)methyl)-4-(4-(hydroxymethyl)phenyl)-N,N-dimethyl-6-oxo-1,6-dihydropyridine-3-carboxamide C1(CCCCC1)C[C@H](C(=O)N1CC2(CCCC2)C(CC1)(O)CN1C=C(C(=CC1=O)C1=CC=C(C=C1)CO)C(=O)N(C)C)C